(R)-3-(3-chloro-4-fluorophenyl)-1-(8,9-difluoro-6-(2-hydroxyethoxy)-1,4-dihydro-2H-pyrano[3,4-c]isoquinolin-1-yl)-1-methylurea ClC=1C=C(C=CC1F)NC(N(C)[C@H]1COCC=2N=C(C=3C=C(C(=CC3C21)F)F)OCCO)=O